COC1(COC1)C1=NC=CC(=C1C=1CCN([C@@H](C1)C)C(=O)OC(C)(C)C)C tert-butyl (R)-2-(3-methoxyoxetan-3-yl)-4,6'-dimethyl-3',6'-dihydro-[3,4'-bipyridine]-1'(2'H)-carboxylate